ClC=1C(=C(C(N(N1)C)=O)CC(=O)NC1(COC1)C(F)(F)F)CO 2-(6-chloro-5-(hydroxymethyl)-2-methyl-3-oxo-2,3-dihydropyridazin-4-yl)-N-(3-(trifluoromethyl)oxetan-3-yl)acetamide